4-(4-((4,4-dimethyl-2-(4-(phenylcarbamoyl)thiophen-2-yl)cyclohex-1-en-1-yl)methyl)piperazin-1-yl)benzoic acid CC1(CC(=C(CC1)CN1CCN(CC1)C1=CC=C(C(=O)O)C=C1)C=1SC=C(C1)C(NC1=CC=CC=C1)=O)C